O1COC2=C1C=CC(=C2)NC(CN2CCN(CC2)C(C2=C(C=CC=C2)C)=O)=O N-(benzo[d][1,3]dioxolan-5-yl)-2-(4-(2-methylbenzoyl)piperazin-1-yl)acetamide